[PH2]([O-])=O.[Al+3].[PH2]([O-])=O.[PH2]([O-])=O aluminum phosphinic acid salt